NC(C(CO)CCC1=CC=C(C=C1)CCCCCCCC)O amino-2-[2-(4-octylphenyl)ethyl]propane-1,3-diol